(R)-2-methyl-N-((1-(trifluoromethyl)-1H-pyrazol-4-yl)methylene)propane-2-sulfinamide CC(C)(C)[S@@](=O)N=CC=1C=NN(C1)C(F)(F)F